chromium-aluminum phosphate P(=O)([O-])([O-])[O-].[Al+3].[Cr+3].P(=O)([O-])([O-])[O-]